5-Chloro-3-cyclopropyl-1-(4-fluoro-3-(methoxymethoxy)-5-(trifluoromethyl)phenyl)-1H-pyrazolo[3,4-c]pyridine ClC=1C=C2C(=CN1)N(N=C2C2CC2)C2=CC(=C(C(=C2)C(F)(F)F)F)OCOC